4-(6-Amino-1-methyl-1H-pyrazolo[3,4-d]pyrimidin-4-yl)-1H-1,2,3-triazole NC1=NC(=C2C(=N1)N(N=C2)C)C=2N=NNC2